N=1C=NN2C1C=C(C=C2)OC2=CC(=C(C=C2C(F)(F)F)NC2=NC=NC1=CC(=C(C=C21)NC(/C(=C\[C@@H]2N(CCC2)C)/F)=O)OC)OC (R,E)-N-(4-((4-([1,2,4]triazolo[1,5-a]pyridin-7-yloxy)-2-methoxy-5-(trifluoromethyl)phenyl)amino)-7-methoxyquinazolin-6-yl)-2-fluoro-3-(1-methylpyrrolidin-2-yl)acrylamide